COC(=O)C1(CCCCC1)N1N=C(C(=C1)[N+](=O)[O-])C(F)F 3-difluoromethyl-4-nitro-1H-pyrazol-1-yl-cyclohexylcarboxylic acid methyl ester